3-(((Tert-Butoxycarbonyl)amino)methyl)-1H-pyrazolo[3,4-b]pyridine-4-carboxylic acid ethyl ester C(C)OC(=O)C=1C2=C(N=CC1)NN=C2CNC(=O)OC(C)(C)C